C(C)[C@]1(NC(N(C(C1)=O)[C@@H]1[C@H](COC2=CC=C(C=C12)C(=O)N[C@H]1[C@@H](C(OC2=CC=CC=C12)(C)C)O)OC)=N)C (3R,4S)-4-[(4R)-4-ethyl-2-imino-4-methyl-6-oxo-hexahydropyrimidin-1-yl]-N-[(3S,4R)-3-hydroxy-2,2-dimethyl-chroman-4-yl]-3-methoxy-chromane-6-carboxamide